ClC=1C(N(N=C(C1NCC1CC1)\C=C\OCC)C1=CC2=CN(N=C2C=C1)C)=O 4-chloro-5-[(cyclopropylmethyl)amino]-6-[(E)-2-ethoxyethenyl]-2-(2-methyl-2H-indazol-5-yl)-2,3-dihydropyridazin-3-one